CC1=CN(C2=CN=CC=C21)C(C(=O)OC)C methyl 2-(3-methylpyrrolo[2,3-c]pyridin-1-yl)propanoate